C1CC(OC=C1)C(=O)N dihydropyrancarboxamide